FC1C(C1)C(=O)NC1=NN2C(C=C(C=C2)C2=C3C=NNC3=CC(=C2SC)F)=C1 2-fluoro-N-(5-(6-fluoro-5-(methylthio)-1H-indazol-4-yl)pyrazolo[1,5-a]pyridin-2-yl)cyclopropane-1-carboxamide